C(CC)OC1=CC=C(C=C1)C1=CC(=NO1)C1=CC=C(C=C1)CC(=O)N (4-(5-(4-propoxyphenyl)isoxazol-3-yl)phenyl)acetamide